CC=1C(=C2C=NNC2=CC1)C1=C2C(=NC(=C1C#N)N1CC3(CN(C3)C(C=C)=O)CC1)C[C@H]1[C@@H]2C1 (4bS,5aS)-4-(5-methyl-1H-indazol-4-yl)-2-(2-(2-propenoyl)-2,6-diazaspiro[3.4]octan-6-yl)-4b,5,5a,6-tetrahydrocyclopropa[3,4]cyclopenta[1,2-b]pyridine-3-carbonitrile